10-fluoro-6-phenyl-7-(pyridin-2-yl)-7H-indolo[2,3-c]quinoline FC1=CC2=C(C=C1)N(C=1C(=NC3=CC=CC=C3C12)C1=CC=CC=C1)C1=NC=CC=C1